C(C)OC(CS(=O)(=O)CC(C)(C)OCCC(C(=O)O)(C)C1=CC(=CC=C1)C(C)CC(=O)OCC)=O 4-((1-((2-ethoxy-2-oxoethyl)sulfonyl)-2-methylpropan-2-yl)oxy)-2-(3-(4-ethoxy-4-oxobutan-2-yl)phenyl)-2-methylbutanoic acid